((1R,3R)-3-aminocyclobutyl)(4-(1-methyl-4-(trifluoromethyl)-1H-pyrrolo[2,3-c]pyridin-7-yl)piperazin-1-yl)methanone NC1CC(C1)C(=O)N1CCN(CC1)C=1N=CC(=C2C1N(C=C2)C)C(F)(F)F